COC1=CC=C(C=C1)SSC1=CC=C(C=C1)OC bis(4-methoxyphenyl) disulfide